P(=S)(N)(N)N thiophosphoryl-triamine